Cl.O1C2=C(OCC1)C=C(C=C2)C(CCN2CC(CC2)C2=CC=C(C=C2)[N+](=O)[O-])=O (2,3-dihydrobenzo[b][1,4]dioxin-6-yl)-3-(3-(4-nitrophenyl)pyrrolidin-1-yl)propan-1-one hydrochloride